Cl.C(#N)C=1C=C2C(=CNC2=CC1)CCCCN1CCN(CC1)C=1C=CC2=C(C=C(O2)C(=O)N)C1 5-(4-[4-(5-cyano-1H-indol-3-yl)butyl]Piperazin-1-yl)benzofuran-2-carboxamide hydrochloride